FC(C(=O)O)(F)F.C(C)(C)(C)OC(=O)NC(C(=O)O)CCCN(C)C 2-{[(tert-butoxy)carbonyl]amino}-5-(dimethylamino)pentanoic acid trifluoroacetic acid salt